tert-butyl 5-(4-(1-(1-((2-chloro-4-(trifluoromethyl)phenyl)carbamoyl) cyclobutyl)-1H-pyrazol-4-yl)piperidin-1-yl)hexahydrocyclopenta[c]pyrrole-2(1H)-carboxylate ClC1=C(C=CC(=C1)C(F)(F)F)NC(=O)C1(CCC1)N1N=CC(=C1)C1CCN(CC1)C1CC2C(CN(C2)C(=O)OC(C)(C)C)C1